ClC1=C(C=CC(=C1)N1CCN(CC1)C)NC1=NC2=C(C(=CC=C2C=N1)F)C=1C=C(C=CC1)NC(C=C)=O N-(3-(2-((2-chloro-4-(4-methylpiperazin-1-yl)phenyl)amino)-7-fluoroquinazolin-8-yl)phenyl)acrylamide